1-(5-chloro-2-ethoxy-4-fluoro-3-iodophenyl)ethan-1-one ClC=1C(=C(C(=C(C1)C(C)=O)OCC)I)F